O=C1N(CCN(C1)CC(=O)N(CC1=CC=C(C=C1)N(C)C)CC1=CC=C(C=C1)OC)CC(=O)N(CC1=CC=C(C=C1)OC)CC1=CC=C(C=C1)N(C)C 2,2'-(2-oxopiperazine-1,4-diyl)bis(N-(4-(dimethylamino)benzyl)-N-(4-methoxybenzyl)acetamide)